6-(1-((6-fluoro-2,3-dihydrobenzofuran-5-yl)sulfonyl)piperidin-4-yl)-2,7-dimethyl-[1,2,4]triazolo[1,5-a]pyridine FC1=CC2=C(CCO2)C=C1S(=O)(=O)N1CCC(CC1)C=1C(=CC=2N(C1)N=C(N2)C)C